COC=1N=C(C2=C(N1)CN(CC2)C(=O)OC(C)(C)C)OC2=C(C=CC=C2)C(F)(F)F tert-butyl 2-methoxy-4-[2-(trifluoromethyl) phenoxy]-5H,6H,7H,8H-pyrido[3,4-d]pyrimidine-7-carboxylate